(2r,5s)-4-(2-(but-2-yn-1-yl)-4-methyl-5-oxo-4,5-dihydro-2H-pyrazolo[4,3-b]pyridin-7-yl)-2,5-dimethylpiperazine-1-carboxylic acid tert-butyl ester C(C)(C)(C)OC(=O)N1[C@@H](CN([C@H](C1)C)C=1C=2C(N(C(C1)=O)C)=CN(N2)CC#CC)C